C(C)C1=C(SC=C1)S(=O)(N)=NC(NC1=C2C(=NC3=C1CCC3)[C@@H](CC2)C)=O 3-Ethyl-N'-(((R)-3-methyl-1,2,3,5,6,7-hexahydrodicyclopenta[b,e]pyridin-8-yl)carbamoyl)thiophene-2-sulfonimidamide